O=C1N(C(CCC1N1C(C2=CC=C(C=C2C1)O[C@H]1CN(C[C@@H](C1)F)C(=O)OC(C)(C)C)=O)=O)COCC[Si](C)(C)C tert-butyl (3R,5R)-3-((2-(2,6-dioxo-1-((2-(trimethylsilyl)ethoxy)methyl)piperidin-3-yl)-1-oxoisoindolin-5-yl)oxy)-5-fluoropiperidine-1-carboxylate